ClC1=CC=C(C(=C1F)C1=CC=C(C=C1)C(F)(F)F)C(=O)O 5-chloro-6-fluoro-4'-(trifluoromethyl)[1,1'-biphenyl]-2-carboxylic acid